(3-chloro-6-((tetrahydro-2H-pyran-2-yl)oxy)benzo[b]thiophen-2-yl)(phenyl)methanone ClC=1C2=C(SC1C(=O)C1=CC=CC=C1)C=C(C=C2)OC2OCCCC2